COC1=C(C=C2C=CC=NC2=C1)C1=CN=C(N1)[C@H](CCCCCC(CC)=O)NC(=O)[C@H]1CC12CCN(CC2)C (S)-N-((S)-1-(5-(7-Methoxychinolin-6-yl)-1H-imidazol-2-yl)-7-oxononyl)-6-methyl-6-azaspiro[2.5]octan-1-carboxamid